1,8-dihydroxyl-3-methylanthraquinone OC1=CC(=CC=2C(C3=CC=CC(=C3C(C12)=O)O)=O)C